((3aR,4R,6R,6aR)-6-(4-aminopyrrolo[2,1-f][1,2,4]triazin-7-yl)-6-cyano-2,2-dimethyltetrahydrofuro[3,4-d][1,3]dioxol-4-yl)methyl 1-phenylcyclopropane-1-carboxylate C1(=CC=CC=C1)C1(CC1)C(=O)OC[C@H]1O[C@@]([C@@H]2OC(O[C@@H]21)(C)C)(C#N)C2=CC=C1C(=NC=NN12)N